COC=1C=C(C=C2CCC(OC12)C=1C=NC(=CC1)OC)CN1C=NC=2C1=NC=C(C2)N2CCOCC2 4-(3-((8-methoxy-2-(6-methoxypyridin-3-yl)chroman-6-yl)methyl)-3H-imidazo[4,5-b]pyridin-6-yl)morpholine